C(C1=CC=CC=C1)OC(=O)N1C[C@H](CC1)C1=NC(=C2C(NC=NN21)=O)I (S)-3-(5-iodo-4-oxo-3,4-dihydroimidazo[5,1-f][1,2,4]triazin-7-yl)pyrrolidine-1-carboxylic acid benzyl ester